C(C)(C)(C)OC(=O)N[C@H](C(=O)OCC#N)CC=1SC=C(N1)C1=NC=C(C=C1)C(N)=O cyanomethyl (S)-2-((tert-butoxycarbonyl)amino)-3-(4-(5-carbamoylpyridin-2-yl)thiazol-2-yl)propanoate